6-(5-(4-(3,3-difluoroazetidin-1-yl)cyclohexyl)-3-isopropyl-1H-indol-2-yl)-8-methoxy-[1,2,4]triazolo[1,5-a]pyridine FC1(CN(C1)C1CCC(CC1)C=1C=C2C(=C(NC2=CC1)C=1C=C(C=2N(C1)N=CN2)OC)C(C)C)F